C(CCC)C1(C(CC(=C(C1)C(=O)O)C(=O)O)(C)CCCC)C dibutyl-4,5-dimethylcyclohex-1-ene-1,2-dicarboxylic acid